N-((S)-1-(1-(6-chloropyridin-2-yl)-1H-1,2,4-triazol-5-yl)ethyl)-3-((isopropyl(methyl)(oxo)-λ6-sulfaneylidene)amino)-5-(trifluoromethyl)benzamide ClC1=CC=CC(=N1)N1N=CN=C1[C@H](C)NC(C1=CC(=CC(=C1)C(F)(F)F)N=S(=O)(C)C(C)C)=O